cis-3-[1-(3-bromophenyl)-3-methoxycyclobutyl]-4-methyl-1,2,4-triazole BrC=1C=C(C=CC1)C1(CC(C1)OC)C1=NN=CN1C